FC=1C=C(C=CC1)C=1C=C2C(=NC1)N(CN2CC2=NC=CC=C2)C 6-(3-Fluorophenyl)-3-methyl-1-(2-pyridylmethyl)imidazo[4,5-b]pyridin